C(CCC)OC(C)NC(C)=O N-(1-butoxyethyl)acetamide